C(C)N(S(=O)(=O)C1=CC2=C(CCO2)C=C1)[C@@H](C(F)(F)F)C1=CC=C(C=C1)F (R)-N-ethyl-N-(2,2,2-trifluoro-1-(4-fluorophenyl)ethyl)-2,3-dihydrobenzofuran-6-sulfonamide